(R)-2-amino-3-mercaptopropionic acid hydrochloride Cl.N[C@H](C(=O)O)CS